3-(5-(Aminomethyl)pyridin-3-yl)-3-(5-(2-(5,6,7,8-tetrahydro-1,8-naphthyridin-2-yl)ethoxy)-1H-indazol-1-yl)propanoic acid NCC=1C=C(C=NC1)C(CC(=O)O)N1N=CC2=CC(=CC=C12)OCCC1=NC=2NCCCC2C=C1